N-(5-((5-chloro-4-(7-fluoro-1H-indol-3-yl)pyrimidin-2-yl)amino)-2-((2-(dimethylamino)ethyl)(methyl)amino)phenyl)acetamide ClC=1C(=NC(=NC1)NC=1C=CC(=C(C1)NC(C)=O)N(C)CCN(C)C)C1=CNC2=C(C=CC=C12)F